N1NC(NC(CCCCCCCC1)=O)=O triazacyclotridecane-3,5-dione